2-(1-(3-aminopropyl)-1H-pyrazol-4-yl)-1H-pyrrole NCCCN1N=CC(=C1)C=1NC=CC1